C(C)CC(CC(=O)[O-])=O.C(CCC)O[Ti+](OCCCC)OCCCC tributoxytitanium (ethyl acetoacetate)